C(CCC(=O)O)(=O)N succinic acid monoamide